(2S,4R)-4-((tert-butyldimethylsilyl)oxy)-1-(3-methyl-2-(3-(3-oxopropyl)isoxazol-5-yl)butanoyl)-N-((S)-1-(4-(4-methylthiazol-5-yl)phenyl)ethyl)pyrrolidine-2-carboxamide [Si](C)(C)(C(C)(C)C)O[C@@H]1C[C@H](N(C1)C(C(C(C)C)C1=CC(=NO1)CCC=O)=O)C(=O)N[C@@H](C)C1=CC=C(C=C1)C1=C(N=CS1)C